COC=1C(=C2C=CN(C2=C(C1)C)C(=O)OC(C)(C)C)CN1CCNC(CC1C1=CC=C(C=C1)C(=O)OC)=O tert-Butyl 5-methoxy-4-((7-(4-(methoxycarbonyl)phenyl)-5-oxo-1,4-diazepan-1-yl)methyl)-7-methyl-1H-indole-1-carboxylate